O1SOC(C1)C1OSOC1 4,4'-bi(1,3,2-dioxathiolane)